C1(=CC=CC=2C3=CC=CC=C3C=CC12)C1=CC=CC=C1 (phenanthrenyl)benzene